CC(C)(C)[O-].CC(C)(C)[O-].CC(C)(C)[O-].[La+3] lanthanum tritertiary butoxide